2,8-difluoro-S-(trifluoromethyl)dibenzothiophene bromide [Br-].FC1=CC2=C(S(C3=C2C=C(C=C3)F)C(F)(F)F)C=C1